CNS(=O)(=O)CCCN1C[C@H](CCC1)C1CCN(CC1)C(=O)OC(C)(C)C tert-butyl (R)-1-(3-(N-methylsulfamoyl)propyl)-[3,4'-bipiperidine]-1'-carboxylate